OCCNC=1C(=CC(=NC1)C)C(=O)N1C2CC2CC1C(=O)N 2-((5-((2-hydroxyethyl)amino)-2-methyl-4-pyridinyl)carbonyl)-2-azabicyclo[3.1.0]hexane-3-carboxamide